OC1=CC=C(CC2=C(C=CC(=C2)OC)S(=O)(=O)N)C=C1 (4-hydroxybenzyl)-p-methoxybenzenesulfonamide